O[C@@H](C(=O)N[C@H](C(N[C@@H](C[C@H]1C(NCC1)=O)C(COC(F)(F)F)=O)=O)CC1(CC1)C)CC (R)-2-hydroxy-N-((S)-3-(1-methylcyclopropyl)-1-oxo-1-(((S)-3-oxo-1-((S)-2-oxopyrrolidin-3-yl)-4-(trifluoromethoxy)butan-2-yl)amino)propan-2-yl)butanamide